ClC1=CC=C(CN2C3=C(C=CC=C3C=3CCC[C@@H](C23)CC(=O)O)[S@](=O)C)C=C1 2-[(1R)-9-(4-chlorobenzyl)-8-((R)-methyl-sulfinyl)-2,3,4,9-tetrahydro-1H-carbazol-1-yl]acetic acid